N1CC2(C3=CC(=CC=C13)NS(=O)(=O)CCO)CCC1(CC2)CC1 N-(dispiro[cyclopropane-1,1'-cyclohexane-4',3''-indolin]-5''-yl)-2-hydroxyethane-1-sulfonamide